1-(5-chlorobicyclo[4.2.0]octan-1(6),2,4-trien-2-yl)-3-hydroxy-2-phenylpropan-1-one ClC1=CC=C(C=2CCC12)C(C(CO)C1=CC=CC=C1)=O